ClC1=CC=C(C=C1)[C@H](CC1=NOC(=N1)CN1N=C(C=C(C1=O)C)CO)O (S)-2-((3-(2-(4-chlorophenyl)-2-hydroxyethyl)-1,2,4-oxadiazol-5-yl)methyl)-6-(hydroxymethyl)-4-methylpyridazin-3(2H)-one